N-(6-(2-(((1r,4r)-4-aminocyclohexyl)amino)quinazolin-6-yl)-5-fluoropyridin-3-yl)-2-chlorobenzene-sulfonamide NC1CCC(CC1)NC1=NC2=CC=C(C=C2C=N1)C1=C(C=C(C=N1)NS(=O)(=O)C1=C(C=CC=C1)Cl)F